C(C)(C)(C)C=1C=CC(=NC1)NCC1=CC(=C(C(=C1)OCC1=CC=C(C=C1)OC)N1CC(NS1(=O)=O)=O)F 5-[4-[[(5-tert-butyl-2-pyridinyl)amino]methyl]-2-fluoro-6-[(4-methoxyphenyl)methoxy]phenyl]-1,1-dioxo-1,2,5-thiadiazolidin-3-one